CC(=CCC/C(=C/CSC1=NC(=O)C(=CN1[C@H]2[C@@H]([C@@H]([C@H](O2)CO)O)O)CNCC(=O)O)/C)C 5-carboxymethylaminomethyl-2-geranylthiouridine